2-(3,3-diethylazetidin-1-yl)-N-(3,5-difluoro-4-((tetrahydro-2H-pyran-3-yl)oxy)phenyl)-5-ethyloxazole-4-carboxamide C(C)C1(CN(C1)C=1OC(=C(N1)C(=O)NC1=CC(=C(C(=C1)F)OC1COCCC1)F)CC)CC